OCCN(CCC[Si](OCC)(OCC)OCC)CCO (3-bis(2-hydroxyethyl)aminopropyl)triethoxysilane